Butyltriazole C(CCC)C=1N=NNC1